CC(CC(=O)C1CCOCC1)C 3-methyl-1-(tetrahydro-2H-pyran-4-yl)-1-Butanone